[Ca+2].OC(C(=O)[O-])C.OC(C(=O)[O-])C.OC(C(=O)[O-])C.OC(C(=O)[O-])C 2-hydroxy-propionic acid-hemicalcium salt